C1C(NNN1)C2=CC(=NC=C2)C3=CN(C=N3)CCC4=CC=CC=C4OCC5=CC=CC=C5 2-[1-[2-(2-phenylmethoxyphenyl)ethyl]imidazol-4-yl]-4-(1H-triazol-4-yl)pyridine